N1(N=NC2=C1C=CC=C2)CC(=O)NC=2C=NC(=CC2)N2N=C(C=C2C2CC2)C2CC2 2-(1H-benzo[d][1,2,3]triazol-1-yl)-N-[6-(3,5-dicyclopropyl-1H-pyrazol-1-yl)pyridin-3-yl]acetamide